OC1=C(C=CC=C1)C=1N=NC=2NC=3CCN([C@H](C3C2C1)C)C1=NC=CC(=N1)C1CCN(CC1)C(=O)OC(C)(C)C tert-butyl 4-[2-[(3S)-12-(2-hydroxyphenyl)-3-methyl-4,8,10,11-tetrazatricyclo[7.4.0.02,7]trideca-1(9),2(7),10,12-tetraen-4-yl]pyrimidin-4-yl]piperidine-1-carboxylate